BrC=1C(=NN(N1)COCC[Si](C)(C)C)C(=O)OC methyl 5-bromo-2-((2-(trimethylsilyl)ethoxy)methyl)-2H-1,2,3-triazole-4-carboxylate